COC1=CC=CC=N1 6-methoxy-pyridin